5-methyl-N-(3-(N-methyl-N-phenylsulfamoyl)phenyl)pyrazine-2-carboxamide CC=1N=CC(=NC1)C(=O)NC1=CC(=CC=C1)S(N(C1=CC=CC=C1)C)(=O)=O